CC1(OC=2C=C(C=C(C2[C@H]2[C@H]1CCC(C2)O)O)C(C)(CCCCCCC)C)C (6Ar,10aR)-6,6-dimethyl-3-(2-methylnonan-2-yl)-6a,7,8,9,10,10a-hexahydrobenzo[c]chromene-1,9-diol